propylene glycol mono-n-butyl ether C(CCC)OCC(C)O